FC=1C=CC2=C(NC(=NS2(=O)=O)NCC2=CC(=CC=C2)F)C1C(C)C1=CC=C(C=C1)N1CCOCC1 6-fluoro-3-((3-fluorobenzyl)amino)-5-(1-(4-morpholinophenyl)ethyl)-4H-benzo[e][1,2,4]thiadiazine 1,1-dioxide